cobalt scandium zirconium oxide [O-2].[Zr+4].[Sc+3].[Co+2]